COC1(CCN(CC1)C(=O)OCC1=CC=CC=C1)C(=O)OC 1-benzyl 4-methyl 4-methoxypiperidine-1,4-dicarboxylate